4-[[2-(2,6-dioxo-3-piperidyl)-1,3-dioxo-isoindolin-4-yl]amino]-N-[11-[4-[2-[4-[4-(4-isoquinolyl)phenyl]pyrazol-1-yl]acetyl]piperazin-1-yl]-11-oxo-undecyl]butanamide O=C1NC(CCC1N1C(C2=CC=CC(=C2C1=O)NCCCC(=O)NCCCCCCCCCCC(=O)N1CCN(CC1)C(CN1N=CC(=C1)C1=CC=C(C=C1)C1=CN=CC2=CC=CC=C12)=O)=O)=O